N1=C(C=CC=C1)SSC1=NC=CC=C1 dithiodipyridine